FC=1C=C(C=CC1)NC(=O)NC1=C(C=CC=C1)CO 1-(3-fluorophenyl)-3-(2-hydroxymethylphenyl)urea